biphenol dibenzoate C(C1=CC=CC=C1)(=O)OC=1C(=CC=CC1)C=1C(=CC=CC1)OC(C1=CC=CC=C1)=O